4-amino-2-fluoro-benzoic acid NC1=CC(=C(C(=O)O)C=C1)F